C(N)(=O)C[C@@H](CCO)CC(C)C R-(-)-3-carbamoylmethyl-5-methylhexanol